FC1=C(C=C(C=C1)OC(F)(F)F)[C@@H](C)NC(OC(C)(C)C)=O tert-butyl (R)-(1-(2-fluoro-5-(trifluoromethoxy)phenyl)ethyl)carbamate